1-Decyl-3-methylimidazolium C(CCCCCCCCC)N1C=[N+](C=C1)C